FC1=C(C=CC=C1[N+](=O)[O-])C=1C(=NN(N1)C)C(=O)NC 5-(2-fluoro-3-nitrophenyl)-N,2-dimethyl-2H-1,2,3-triazole-4-carboxamide